4-(4-bromo-2,6-difluorobenzyl)-7-methoxy-1,8-naphthyridin-3,4-diamine BrC1=CC(=C(CC2(C(C=NC3=NC(=CC=C23)OC)N)N)C(=C1)F)F